OC1CC2(CN(C(C3=CC=CC=C23)=O)C)CCC1 3-hydroxy-2'-methyl-2',3'-dihydro-1'H-spiro[cyclohexane-1,4'-isoquinolin]-1'-one